tert-butyl 4-(2-((tert-butoxycarbonyl)amino)-3-(4-(4-(ethoxymethyl)-2-oxopyridine-1-yl)phenyl)propanamido)benzoate C(C)(C)(C)OC(=O)NC(C(=O)NC1=CC=C(C(=O)OC(C)(C)C)C=C1)CC1=CC=C(C=C1)N1C(C=C(C=C1)COCC)=O